CC(C(=O)O)(CCCOCCOCCOCC#C)C 2,2-dimethyl-5-[2-(2-prop-2-ynyloxyethoxy)ethoxy]pentanoic acid